CC1=NC(=CC=C1)OC1=CC=C(C=C1)B1OC(C(O1)(C)C)(C)C 2-methyl-6-[4-(4,4,5,5-tetramethyl-1,3,2-dioxaborolan-2-yl)phenoxy]Pyridine